C1(CCCC1)C(CNC(=O)[C@H]1N(C[C@@H](C1)O)C([C@H](C(C)(C)C)N1N=NC(=C1)C1CC1)=O)NS(N(C)C)(=O)=O (2S,4R)-N-[2-cyclopentyl-2-(dimethylsulfamoylamino)ethyl]-1-[(2S)-2-(4-cyclopropyltriazol-1-yl)-3,3-dimethyl-butanoyl]-4-hydroxy-pyrrolidine-2-carboxamide